2-[6-amino-5-[8-[2-[3-(azepan-1-yl)prop-1-ynyl]-4-pyridyl]-3,8-diazabicyclo[3.2.1]octan-3-yl]pyridazin-3-yl]phenol NC1=C(C=C(N=N1)C1=C(C=CC=C1)O)N1CC2CCC(C1)N2C2=CC(=NC=C2)C#CCN2CCCCCC2